NC1=NC=CC=C1C1=NC=2C(=NC(=CC2)C2=CC=C(C=C2)Cl)N1C1=CC=C(CN2CCN(CC2)C(=O)C2=CC(=C(C=O)C=C2)O)C=C1 4-(4-(4-(2-(2-Aminopyridin-3-yl)-5-(4-chlorophenyl)-3H-imidazo[4,5-b]pyridin-3-yl)benzyl)piperazine-1-carbonyl)-2-hydroxybenzaldehyde